zirconium dipropionate C(CC)(=O)[O-].C(CC)(=O)[O-].[Zr+2]